6-((R)-3-(3-chloro-4-((1s,4S)-4-hydroxy-4-(trifluoromethyl)cyclohexyl)phenyl)-2-methylpropyl)-2-thia-6-azaspiro[3.4]octane 2,2-dioxide ClC=1C=C(C=CC1C1CCC(CC1)(C(F)(F)F)O)C[C@H](CN1CC2(CS(C2)(=O)=O)CC1)C